N[S@](C1=CC=NN1COCC[Si](C)(C)C)(=O)=NC(OC(C)(C)C)=O Tert-butyl (S)-(amino(oxo)(1-((2-(trimethylsilyl)ethoxy)methyl)-1H-pyrazol-5-yl)-sulfaneylidene)carbamate